tert-butyl N-(3-cyano-5-methoxy-pyrazin-2-yl)-N-[4-(trifluoromethyl)phenyl]carbamate C(#N)C=1C(=NC=C(N1)OC)N(C(OC(C)(C)C)=O)C1=CC=C(C=C1)C(F)(F)F